2-bromo-6-(methylthio)aniline BrC1=C(N)C(=CC=C1)SC